S1C(=NC2=C1C=CC=C2)C(C)N2C[C@@H](N(C[C@H]2CC)C=2N(N=C1C2N(C(C=C1)=O)C)C1OCCCC1)CC ((2S,5R)-4-(1-(benzo[D]thiazol-2-yl)ethyl)-2,5-diethylpiperazin-1-yl)-4-methyl-2-(tetrahydro-2H-pyran-2-yl)-2,4-dihydro-5H-pyrazolo[4,3-b]pyridin-5-one